4-chloro-1-(2-fluoro-4-nitrobenzyl)-1H-pyrazolo[3,4-d]Pyrimidin-6-amine ClC1=C2C(=NC(=N1)N)N(N=C2)CC2=C(C=C(C=C2)[N+](=O)[O-])F